NC1=NC2=CC(=CC=C2C=C1)CN(C(=O)C1=CC(N(C=C1)C)=O)C1=C(C=CC=C1)S(=O)(=O)C N-[(2-aminoquinolin-7-yl)methyl]-N-(2-methanesulfonylphenyl)-1-methyl-2-oxo-1,2-dihydropyridine-4-carboxamide